di-tert-butyl 4,10-bis(2-(allyloxy)-2-oxoethyl)-1,4,7,10-tetraazacyclododecane-1,7-dicarboxylate C(C=C)OC(CN1CCN(CCN(CCN(CC1)C(=O)OC(C)(C)C)CC(OCC=C)=O)C(=O)OC(C)(C)C)=O